OCC1N(CCOCC1)C(=O)OC(C)(C)C tert-butyl 5-(hydroxymethyl)-1,4-oxazepane-4-carboxylate